FC(C1=CC2=C(SC(=C2)C(N[C@H](C(=O)N2CC3=CC=CC=C3CC2C(=O)N2CC3=CC=CC=C3C2)C(C)(C)C)=O)C=C1)(F)P(O)(O)=O (difluoro(2-(((2S)-1-(3-(isoindoline-2-carbonyl)-3,4-dihydroisoquinolin-2(1H)-yl)-3,3-dimethyl-1-oxobutan-2-yl)carbamoyl)benzo[b]thiophen-5-yl)methyl)phosphonic acid